N-(5-Isopropylthiazol-2-yl)-2-(4-(pyridin-2-yl)phenyl)acetamide C(C)(C)C1=CN=C(S1)NC(CC1=CC=C(C=C1)C1=NC=CC=C1)=O